C(C=CC)N1\C(\C2=CC=CC=C2C1)=N\[H] (E)-2-(but-2-en-1-yl)isoindoline-1-imine